Benzyl-7-hydroxy-2-oxo-2H-benzopyran (Benzyl 7-hydroxy-2-oxo-2H-chromene-3-carboxylate) C(C1=CC=CC=C1)C1=C(C(OC2=CC(=CC=C12)O)=O)C(=O)O.C(C1=CC=CC=C1)C=1C(OC2=C(C1)C=CC(=C2)O)=O